C(C)N(C(C=C)=O)CC.C(C=C)(=O)O acrylic acid-N,N-diethyl-acrylamide